ClC1=C(C=C(C=C1)F)C1NC(C2=C3C(=CC(=C12)C1=C(C(=O)N)C=C(C=C1F)C(F)(F)F)NC(O3)=O)=O (6-(2-chloro-5-fluorophenyl)-2,8-dioxo-3,6,7,8-tetrahydro-2H-oxazolo[5,4-e]isoindol-5-yl)-3-fluoro-5-(trifluoromethyl)benzamide